N-(5-Cyano-6-(2H-1,2,3-triazol-2-yl)pyridin-3-yl)-1-(pyrrolo[1,2-a]pyrazin-1-yl)-5-(trifluoromethyl)-1H-pyrazol-4-carboxamid C(#N)C=1C=C(C=NC1N1N=CC=N1)NC(=O)C=1C=NN(C1C(F)(F)F)C=1C=2N(C=CN1)C=CC2